methacrylic acid tetrahydrofuranyl ester O1C(CCC1)OC(C(=C)C)=O